BrC=1C=C(C=CC1O)C(C)(C)C1=CC(=C(C=C1)O)Br 2,2-bis(3-bromo-4-hydroxyphenyl)propane